BrC=1C=NN(C1)C1CC2(CN(C2)C2(COC2)C#N)C1 3-(6-(4-Bromo-1H-pyrazol-1-yl)-2-azaspiro[3.3]heptan-2-yl)oxetane-3-carbonitrile